COC1=CC=C(C=C1)CN1C(CCC1)=O 1-[(4-methoxyphenyl)methyl]pyrrolidin-2-one